BrC1=C(C(=CC=C1)C)N1N=C(C2=C1C(NC2)(C)C)NC(=O)C2(CCC2)[Si](C)(C)C N-(2-bromo-6-methylphenyl)-6,6-dimethyl-3-[1-(trimethylsilyl)cyclobutanecarboxamido]-4,6-dihydropyrrolo[3,4-c]pyrazole